2-amino-1-[4-[3-(3,4-dimethoxyphenyl)-1,2,4-oxadiazol-5-yl]-1-piperidinyl]ethanone hydrochloride Cl.NCC(=O)N1CCC(CC1)C1=NC(=NO1)C1=CC(=C(C=C1)OC)OC